N1=C(C=C2OCCCN21)C(=O)O 6,7-dihydro-5H-pyrazolo[5,1-b][1,3]oxazin-2-carboxylic acid